S(=O)=C1C(C(=O)C2=CC=CC=C2)C=CC=C1.[Na] sodium sulfinylbenzophenone